4-[[5-(4-hydroxy-1-piperidyl)-2-pyridyl]amino]-2-[(3S)-3-hydroxy-pyrrolidin-1-yl]-6H-1,6-naphthyridin-5-one OC1CCN(CC1)C=1C=CC(=NC1)NC1=CC(=NC=2C=CNC(C12)=O)N1C[C@H](CC1)O